5-Methoxypyrrolidine-1,2-dicarboxylic acid 1-(tert-butyl) 2-methyl ester COC(=O)C1N(C(CC1)OC)C(=O)OC(C)(C)C